CC=1CCC(N(C1)C1=CC=CC=C1)=O 5-methyl-1-phenyl-3,4-dihydropyridin-2(1H)-one